CN(C1=CC=C(C=C1)C1=C(C(OC2=CC=CC=C12)(C(F)(F)F)O)NC(C)=O)C N-(4-(4-(Dimethylamino)phenyl)-2-hydroxy-2-(trifluoromethyl)-2H-chromen-3-yl)acetamide